ClC1=CC(=CC(=N1)N1CCN(CC1)S(=O)(=O)C1=CC=C(C=C1)N1C(OC(C1)CNC)=O)C(F)(F)F 3-[4-[4-[6-Chloro-4-(trifluoromethyl)-2-pyridinyl]piperazin-1-yl]sulfonylphenyl]-5-(methylaminomethyl)oxazolidin-2-one